3-(5-cyclopropyl-4-(1-methyl-1H-imidazol-4-yl)isoxazol-3-yl)-1-isopropyl-1H-pyrazolo[4,3-c]pyridin-4-amine C1(CC1)C1=C(C(=NO1)C1=NN(C2=C1C(=NC=C2)N)C(C)C)C=2N=CN(C2)C